ClC=1C(=NC(=NC1)NC1=C(C=C(C=C1)N1CCN(CC1)C)CC)NCCCN1CCOCCC1=O 4-(3-((5-chloro-2-((2-ethyl-4-(4-methylpiperazin-1-yl)phenyl)amino)pyrimidin-4-yl)amino)propyl)-1,4-oxazepan-5-one